COC(C(C(=O)OC)=CC=COC)=O.ClC=1C=CC=C2C(C=C(OC12)C1=C(C=C(C=C1)C(F)(F)F)OCC(=O)N1CC(CC1)S(=O)(=O)C)=O 8-chloro-2-[2-[2-(3-methylsulfonylpyrrolidin-1-yl)-2-oxo-ethoxy]-4-(trifluoromethyl)phenyl]chromen-4-one dimethyl-2-(3-methoxyallylidene)malonate